Ethyl (5R)-2-(2,6-difluoropyridin-3-yl)-5-methyl-6,7-dihydro-5H-pyrazolo[5,1-b][1,3]oxazine-3-carboxylate FC1=NC(=CC=C1C1=NN2C(O[C@@H](CC2)C)=C1C(=O)OCC)F